FC1=CC=C(C=C1)C1SCC(N1C1=C(C=C(C(=O)OCCOCCOC)C=C1)C)=O 2-(2-methoxyethoxy)ethyl 4-[2-(4-fluorophenyl)-4-oxo-1,3-thiazolidin-3-yl]-3-methylbenzoate